SC(CC(=O)OCC(O)CO)(S)S glycerol tri-mercaptopropionate